OC1C(CC12CCN(CC2)C(=O)C2(CC2)C#N)C2N1C(C=3C=CC=CC23)=CN=C1 1-[3-hydroxy-2-(5H-imidazo[1,5-b]isoindol-5-yl)-7-azaspiro[3.5]nonane-7-carbonyl]cyclopropanecarbonitrile